C1(CC1)NC(C1=C(C=C(C=C1OC)C1=CN=C2N1C=CC(=C2)OCCN2CC(OCC2)C)OC(F)F)=O N-cyclopropyl-2-(difluoromethoxy)-6-methoxy-4-[7-[2-(2-methylmorpholin-4-yl)ethoxy]imidazo[1,2-a]pyridin-3-yl]benzamide